4-bromo-2-(fluoromethyl)-1-(methylsulfonyl)benzene BrC1=CC(=C(C=C1)S(=O)(=O)C)CF